CC=1C=C(N=NC1)N[C@H]1CN(CC1)C(=O)OC(C)(C)C Tert-butyl (3R)-3-[(5-methylpyridazin-3-yl) amino]Pyrrolidine-1-carboxylate